C12N(CC(NC1)CC2)C=2C=C1CN(CC1=CC2F)C2C(NC(CC2)=O)=O 5-(2,5-diazabicyclo[2.2.2]octan-2-yl)-2-(2,6-dioxopiperidin-3-yl)-6-fluoroisoindoline